NC1=C2C(=C(N(C2=CC=C1OC)C)C)C=O 4-Amino-5-methoxy-1,2-dimethyl-1H-indole-3-carbaldehyde